6-(6-((E)-((1S,2S,5R)-2-fluoro-1,5-dimethyl-9-azabicyclo[3.3.1]nonan-3-ylidene)methyl)-1,2,4-triazin-3-yl)isoquinolin-7-ol F[C@@H]\1[C@@]2(CCC[C@](C/C1=C\C1=CN=C(N=N1)C=1C=C3C=CN=CC3=CC1O)(N2)C)C